5-hydroxydecanoic acid OC(CCCC(=O)O)CCCCC